C(CCCCCCCCCCCCCCCCCCCCCC(C)C)N=C=O iso-pentacosyl isocyanate